C1(CC1)C=1C=CC(=NC1F)C(NC(=O)C1N(CC(C1)F)C(CC1=NN(C(N1)=O)C)=O)C1=CC=CC=C1 N-[(5-cyclopropyl-6-fluoropyridin-2-yl)(phenyl)methyl]-4-fluoro-1-[2-(1-methyl-5-oxo-4,5-dihydro-1H-1,2,4-triazol-3-yl)acetyl]pyrrolidine-2-carboxamide